ClC1=NC(=NC(=C1CC(=O)OC)OCC=1C=NC=CC1)N1CCOCC1 methyl 2-(4-chloro-2-morpholino-6-(pyridin-3-ylmethoxy)pyrimidin-5-yl)acetate